ClC=1C(=NC(=NC1)N1C(C(CCC1)C)C)NC1=CC=2C3=C(C(N(C2C=C1)C)=O)OCC([C@@H](N3)C3CC3)(F)F (2S)-10-((5-Chloro-2-(2,3-dimethylpiperidin-1-yl)pyrimidin-4-yl)amino)-2-cyclopropyl-3,3-difluoro-7-methyl-1,2,3,4-tetrahydro-[1,4]oxazepino[2,3-c]chinolin-6(7H)-on